(E)-5-(acetoxyimino)-3-(2-ethynylthiazol-4-yl)-2-methylcyclopent-2-en-1-yl acetate C(C)(=O)OC/1C(=C(C\C1=N/OC(C)=O)C=1N=C(SC1)C#C)C